C(C)C1CN(CCC1)C(=O)C=1C=NN2C1C=CC=C2C2=CC=C1CNC(C1=C2)=O 6-(3-(3-ethylpiperidine-1-carbonyl)pyrazolo[1,5-a]pyridin-7-yl)isoindolin-1-one